FC1=CC2=C(N=CCO2)C=C1Br 7-fluoro-6-bromo-2H-1,4-benzoxazine